COC=1C=C(C=C(C1)OC)N(CCNC(C)C)C=1C=C2N=C(C=NC2=CC1)C=1C=NN(C1)C N1-(3,5-dimethoxyphenyl)-N2-isopropyl-N1-(3-(1-methyl-1H-pyrazol-4-yl)quinoxalin-6-yl)ethane-1,2-diamine